2-hydroxypropane-1,3-diyldibutyrate OC(CCCCC(=O)[O-])CCCCC(=O)[O-]